7-Methoxy-5-[6-methyl-4-(2-trimethylsilylethoxymethoxy)indan-5-yl]-N-[rac-(3R)-1-[2-[tert-butyl(dimethyl)silyl]oxyethyl]-3-piperidyl]oxazolo[4,5-b]pyridin-2-amine COC1=C2C(=NC(=C1)C=1C(=C3CCCC3=CC1C)OCOCC[Si](C)(C)C)N=C(O2)N[C@H]2CN(CCC2)CCO[Si](C)(C)C(C)(C)C |r|